O=C(C(=O)N)N1[C@H](CC[C@@H](C1)C)C=1SC=CC1 |r| 2-Oxo-2-[rac-(2R,5S)-5-methyl-2-(2-thienyl)-1-piperidyl]acetamide